dimethylpyridinecarboxamide CC1=C(C(=NC=C1)C(=O)N)C